4-(2-(Tert-Butyldiphenylsiloxy)ethyl)-2-(1H-indol-2-yl)-3-methylbenzo[b]thiophene-6-carboxylic acid ethyl ester C(C)OC(=O)C=1C=C(C2=C(SC(=C2C)C=2NC3=CC=CC=C3C2)C1)CCO[Si](C1=CC=CC=C1)(C1=CC=CC=C1)C(C)(C)C